2-amino-N-(4-hydroxy-bicyclo[2.2.2]oct-1-yl)-5-(1'-(tetrahydro-2H-pyran-4-yl)-2,3-dihydrospiro[inden-1,4'-piperidin]-6-yl)nicotinamide NC1=C(C(=O)NC23CCC(CC2)(CC3)O)C=C(C=N1)C1=CC=C3CCC2(CCN(CC2)C2CCOCC2)C3=C1